5-[[(3R)-1-[7-(ethylamino)-5-fluoro-3-methyl-2-oxo-indolin-3-yl]-3-piperidyl]amino]pyridine-2-carboxylic acid C(C)NC=1C=C(C=C2C(C(NC12)=O)(C)N1C[C@@H](CCC1)NC=1C=CC(=NC1)C(=O)O)F